C(C)C=1N=C(N(C1)C(=O)NCCC(C)C)OC 4-Ethyl-N-iso-pentyl-2-methoxy-1H-imidazole-1-carboxamide